3,3-difluoro-2-methylpropanoic acid FC(C(C(=O)O)C)F